2,4-dibromo-pyridine BrC1=NC=CC(=C1)Br